(Benzylmethoxycarbonylamino)-3-(1-methylcyclobutyl)propionic acid C(C1=CC=CC=C1)N(C(=O)OC)C(C(=O)O)CC1(CCC1)C